C(CCC)C=1C=C2C(=CC(=NC2=CC1)N(CC(=O)O)C)C1=CC=NC=C1 2-{[6-butyl-4-(pyridin-4-yl)quinolin-2-yl](methyl)amino}acetic acid